1,1,1,3,3,3-hexafluoro-2-(4'-((8-(4-fluorobenzyl)-3,8-diazabicyclo[3.2.1]octan-3-yl)methyl)-2'-methyl-[1,1'-biphenyl]-4-yl)propan-2-ol FC(C(C(F)(F)F)(O)C1=CC=C(C=C1)C1=C(C=C(C=C1)CN1CC2CCC(C1)N2CC2=CC=C(C=C2)F)C)(F)F